OC[C@@H](C(C)(C)C)\N=C\C1=C(C(=CC(=C1)Cl)Cl)O 2-[(E)-[(1R)-1-(hydroxymethyl)-2,2-dimethyl-propyl]iminomethyl]-4,6-dichloro-phenol